N1(CCC1)CCN1C(NC2=NC=C(C=C21)C2=CC=CC=C2)=O 1-[2-(azetidin-1-yl)ethyl]-6-phenyl-3H-imidazo[4,5-b]pyridin-2-one